NC1=C(C=C(C=N1)C=1C=C2N(N1)CCC21CN(CC1)C(=O)NCC1=CN=NC=C1)C(F)(F)F 2'-[6-amino-5-(trifluoromethyl)pyridin-3-yl]-N-[(pyridazin-4-yl)methyl]-5',6'-dihydrospiro[pyrrolidine-3,4'-pyrrolo[1,2-b]pyrazole]-1-carboxamide